Dimethyl 5-sulfoisophthalate sodium [Na].S(=O)(=O)(O)C=1C=C(C=C(C(=O)OC)C1)C(=O)OC